methyl 6-(4-chloro-2-hydroxy-6-methyl-phenyl)pyridazine-3-carboxylate ClC1=CC(=C(C(=C1)C)C1=CC=C(N=N1)C(=O)OC)O